(R)-3-(2-Methylpyrrolidin-1-yl)propan-1-ol C[C@H]1N(CCC1)CCCO